5-((4-(cyclopentylamino)-5-methylpyrimidin-2-yl)amino)-3,3-dimethylbenzo[c][1,2]oxaborol-1(3H)-ol C1(CCCC1)NC1=NC(=NC=C1C)NC1=CC2=C(B(OC2(C)C)O)C=C1